(E)-3-(7-fluoro-2-methyl-4-oxo-3-(o-tolyl)-3,4-dihydroquinazolin-6-yl)acrylic acid FC1=C(C=C2C(N(C(=NC2=C1)C)C1=C(C=CC=C1)C)=O)/C=C/C(=O)O